BrC1=C(C2=CC=CC=C2C=C1)Cl 2-bromochloronaphthalene